C1(CCCC1)NC(OC1=CC(=CC(=C1)OCC1=CC=CC=C1)C=1C=NC=C(C1)C=1OC=NN1)=O 3-(5-(1,3,4-oxadiazol-2-yl)pyridin-3-yl)-5-(benzyloxy)phenyl cyclopentylcarbamate